CN1C=2C=C3C(=CC2C(C=2C=CC=CC12)=O)N(C1=CC=CC=C1C3=O)C 5,12-dimethylquinolino[2,3-b]acridine-7,14(5H,12H)dione